CC1=CC(=C(C=C1)F)[N+](=O)[O-] 2-fluoro-5-methylnitrobenzene